Tert-butyldimethyl-(thien-3-ylmethoxy)silane C(C)(C)(C)[Si](OCC1=CSC=C1)(C)C